6-chloro-1-(2-isopropyl-4-methylpyridin-3-yl)-2-oxo-1,2-dihydro-1,8-naphthyridine-3-carbonitrile ClC=1C=C2C=C(C(N(C2=NC1)C=1C(=NC=CC1C)C(C)C)=O)C#N